1-(5-(difluoromethyl)-6-(2-hydroxy-4-(trifluoromethyl)phenyl)-4,5-dihydro-1,2,4-triazin-3-yl)octahydro-6H-pyrrolo[2,3-c]pyridine-6-carboxylate FC(C1NC(=NN=C1C1=C(C=C(C=C1)C(F)(F)F)O)N1CCC2C1CN(CC2)C(=O)[O-])F